ClC=1C=C(C=2N(N1)C=CN2)[C@@H]2[C@H](C2)C2=CC1=C(N=C(S1)C(F)F)C=C2 6-((1S,2S)-2-(6-chloroimidazo[1,2-b]pyridazin-8-yl)cyclopropyl)-2-(difluoromethyl)benzo[d]thiazole